C(C)(C)C1=C(C(=CC=C1)C(C)C)C1=CC=C(S1)C1=CC=C(C2=NSN=C21)C=2SC(=CC2)C2=C(C=CC=C2C(C)C)C(C)C 4,7-bis[5-(2,6-di-isopropylphenyl)-2-thienyl]benzo[c]1,2,5-thiadiazole